(1S,2R,3S,4R,5S,6R)-N-(3,4-dichlorophenyl)-5,6-dihydroxy-3-(pyridine-4-Yl)-7-oxabicyclo[2.2.1]Heptane-2-carboxamide ClC=1C=C(C=CC1Cl)NC(=O)[C@H]1[C@H]2[C@@H]([C@@H]([C@@H]([C@@H]1C1=CC=NC=C1)O2)O)O